(2S)-1-(4-cyanophenyl)-N,N-diethyl-5-(4-(trifluoromethyl)phenyl)piperidine-2-carboxamide C(#N)C1=CC=C(C=C1)N1[C@@H](CCC(C1)C1=CC=C(C=C1)C(F)(F)F)C(=O)N(CC)CC